ClC=1C(=C(C(=O)NC=2C(=NC(=CC2)OC)C)C(=CC1)NC1=C(C=C(C=C1)F)C)F 3-chloro-2-fluoro-6-((4-fluoro-2-methylphenyl)amino)-N-(6-methoxy-2-methylpyridin-3-yl)benzamide